N-(5-(4-((3-methoxyazetidin-3-yl)methoxy)-1-methyl-1H-pyrazol-5-yl)pyrazolo[1,5-a]pyridin-2-yl)cyclopropanecarboxamide COC1(CNC1)COC=1C=NN(C1C1=CC=2N(C=C1)N=C(C2)NC(=O)C2CC2)C